C(C)(C)C1=C(CCSCC=2NC(NC2)=O)C=CC=C1C(C)C 4-[(2,3-diisopropylphenethylthio)methyl]1,3-dihydroimidazol-2-one